2-Ethyl-2-butyldecanoat C(C)C(C(=O)[O-])(CCCCCCCC)CCCC